C(C=C(C)CCC=C(C)CCC=C(C)C)CC(=O)OCC(O)CO glycerol farnesylacetate